7-fluoro-8-((triisopropylsilyl)ethynyl)naphthalen-1,3-diol FC1=CC=C2C=C(C=C(C2=C1C#C[Si](C(C)C)(C(C)C)C(C)C)O)O